3-[(1,3-Dioxoisoindolin-2-yl)methyl]-5-methyl-4-oxo-piperidine-1-carboxylic acid benzyl ester C(C1=CC=CC=C1)OC(=O)N1CC(C(C(C1)C)=O)CN1C(C2=CC=CC=C2C1=O)=O